6-(4-(3-chloro-4-fluorophenyl)-1-(3-chloropropyl)-1H-imidazol-5-yl)imidazo[1,2-b]pyridazine-3-carboxamide ClC=1C=C(C=CC1F)C=1N=CN(C1C=1C=CC=2N(N1)C(=CN2)C(=O)N)CCCCl